2-(4-cyclopropyl-6-methoxypyrimidin-5-yl)-8-({3-methoxy-4-[5-methoxy-3-(trifluoromethyl)pyrazol-1-yl]phenyl}methyl)pteridin-7-one C1(CC1)C1=NC=NC(=C1C1=NC=2N(C(C=NC2C=N1)=O)CC1=CC(=C(C=C1)N1N=C(C=C1OC)C(F)(F)F)OC)OC